(R)-4-isopropoxy-6-(4-((3-(4-methyl-1-oxo-1,3-dihydroisobenzofuran-5-yl)piperazin-1-yl)methyl)-1H-pyrazol-1-yl)pyridine-3-carbonitrile C(C)(C)OC1=C(C=NC(=C1)N1N=CC(=C1)CN1C[C@H](NCC1)C=1C(=C2COC(C2=CC1)=O)C)C#N